4-[2-tert-butoxyethyl-[4-(5,6,7,8-tetrahydro-1,8-naphthyridin-2-yl)butyl]amino]-2-[[2,5-dimethylpyrrolidine-1-carbonyl]amino]butanoic acid C(C)(C)(C)OCCN(CCC(C(=O)O)NC(=O)N1C(CCC1C)C)CCCCC1=NC=2NCCCC2C=C1